(±)-2-(4-morpholinyl)-8-[1-(phenylamino)ethyl]-4H-1-benzopyran-4-one N1(CCOCC1)C=1OC2=C(C(C1)=O)C=CC=C2[C@@H](C)NC2=CC=CC=C2 |r|